(1H-imidazol-1-yl)-5-nitropyridin-4-amine N1(C=NC=C1)C1=NC=C(C(=C1)N)[N+](=O)[O-]